(R)-8-(4-(1-(2-fluoroethyl)azetidine-2-carbonyl)piperazin-1-yl)-N-(1-methylcyclopropyl)-3-(5-(trifluoromethyl)-1,3,4-thiadiazol-2-yl)imidazo[1,5-a]pyridine-6-sulfonamide FCCN1[C@H](CC1)C(=O)N1CCN(CC1)C=1C=2N(C=C(C1)S(=O)(=O)NC1(CC1)C)C(=NC2)C=2SC(=NN2)C(F)(F)F